tert-butyl 8-(2-(3-methyl-1-((2-(trimethylsilyl) ethoxy) methyl)-1H-pyrazol-4-yl) pyrido[3,4-d]pyrimidin-4-yl)-2,8-diazaspiro[4.5]decane-2-carboxylate CC1=NN(C=C1C=1N=C(C2=C(N1)C=NC=C2)N2CCC1(CCN(C1)C(=O)OC(C)(C)C)CC2)COCC[Si](C)(C)C